FC1(CCN(CC1)C1=C(C=CC(=N1)C=1N=NN(C1)C1=C(C=C(C=C1)NS(=O)(=O)CC)N1CCC2(CC2)CC1)F)F N-(4-(4-(6-(4,4-difluoropiperidin-1-yl)-5-fluoropyridin-2-yl)-1H-1,2,3-triazol-1-yl)-3-(6-azaspiro[2.5]octan-6-yl)phenyl)ethanesulfonamide